ClC1=C(C=CC=C1C1=C(C(=NC=C1)NC1=C(C(=CC=C1)CN1CC(C1)CO)F)Cl)C1=CC=C(C(=N1)OC)CNC[C@H]1CCC(N1)=O (R)-5-((((6-(2-chloro-3-(3-chloro-2-((2-fluoro-3-((3-(hydroxymethyl)azetidin-1-yl)methyl)phenyl)amino)pyridin-4-yl)phenyl)-2-methoxypyridin-3-yl)methyl)amino)methyl)pyrrolidin-2-one